iron-manganese dioxide phosphate P(=O)(O)(O)O.[O-2].[O-2].[Mn+2].[Fe+2]